tert-butyl 4-(2-bromo-N-(2-hydroxy ethyl) acetamido)piperidine-1-carboxylate BrCC(=O)N(CCO)C1CCN(CC1)C(=O)OC(C)(C)C